N=1C=CN2C1C(=CC=C2)C=2C=1N(C(=NC2)N)C=NN1 8-(imidazo[1,2-a]pyridin-8-yl)-[1,2,4]triazolo[4,3-c]pyrimidin-5-amine